C1(=CC=C(C=C1)N(C1=CC=2C(C3=CC=CC=C3C2C=C1)(C)C)C1=CC=C(C=C1)Cl)C1=CC=CC=C1 N-([1,1'-biphenyl]-4-yl)-N-(4-chlorophenyl)-9,9-dimethyl-9H-fluorene-2-amine